N1(CCC2=CC=CC=C12)C(CNS(=O)(=O)C1=CC=C(C=C1)OC(F)(F)F)C N-(2-(indolin-1-yl)propyl)-4-(trifluoromethoxy)benzenesulfonamide